FC1=CC=C(C=N1)N1N=CC(=C1C(F)(F)F)C(=O)N 1-(6-Fluoropyridin-3-yl)-5-(trifluoromethyl)-1H-pyrazole-4-carboxamide